rac-N-[2-(4-ethyl-1-methylpyrrolidin-2-yl)imidazo[1,2-a]pyrazin-6-yl]-1,3-dimethylindazole-6-carboxamide C(C)C1CC(N(C1)C)C=1N=C2N(C=C(N=C2)NC(=O)C2=CC=C3C(=NN(C3=C2)C)C)C1